[Si](C)(C)(C(C)(C)C)OC[C@H]1OCC(CN(C1)C(=O)OC(C)(C)C)OC tert-butyl (2S)-2-{[(tert-butyldimethylsilyl)oxy]methyl}-6-methoxy-1,4-oxazepane-4-carboxylate